(S)-N-(8,9-difluoro-6-oxo-1,4,5,6-tetrahydro-2H-pyrano[3,4-c]isoquinolin-1-yl)-8-fluoro-N-methylindolizine-2-carboxamide FC=1C(=CC=2C3=C(NC(C2C1)=O)COC[C@H]3N(C(=O)C=3C=C1C(=CC=CN1C3)F)C)F